C1(CC1)C=1C(=C(C=CC1)S(=O)(=O)C1=CN=C(C=C1C(=O)NCC(F)(F)C1=C(C=C(C=C1)C)C)C)F 5-[S-(3-cyclopropyl-2-fluorophenyl)sulfonyl]-N-[2-(2,4-dimethylphenyl)-2,2-difluoroethyl]-2-methylisonicotinamide